CN(C)CC1=CC(=C(C(=C1)C)N1C(N=C(C2=C1N=C(C(=C2)F)C2=C(C=CC=C2)F)N2[C@H](CN([C@@H](C2)C)C(C=C)=O)C)=O)C(C)C 1-[4-[(Dimethylamino)meth-yl]-2-isopropyl-6-methyl-phenyl]-4-[(2S,5R)-2,5-dimethyl-4-prop-2-enoyl-piperazin-1-yl]-6-fluoro-7-(2-fluoro-phenyl)pyrido[2,3-d]pyrimidin-2-one